6,7-Difluoro-11-[[(2-methoxy-4-pyridinyl)methyl-[(3S)-1-(6-nitro-3-pyridinyl)-3-piperidinyl]amino]methyl]-2-methyl-4-oxa-1-azatricyclo[7.3.1.05,13]tridecane-5(13),6,8,11-tetraen-10-one FC=1C=2OCC(N3C=C(C(C(=CC1F)C32)=O)CN([C@@H]3CN(CCC3)C=3C=NC(=CC3)[N+](=O)[O-])CC3=CC(=NC=C3)OC)C